C1=C(C=CC2=CC=CC=C12)S(=O)(=O)NC(C(=O)O)CC 2-(naphthalen-2-ylsulfonylamino)butanoic acid